S1C(=NC2=C1C=CC=C2)NC(=O)C=2C=CC=C1CCN(CC21)C2=CC=C(C(=N2)C(=O)OC)C=2C=NN(C2C)CC(C)(C)C methyl 6-[8-(1,3-benzothiazol-2-ylcarbamoyl)-3,4-dihydro-1H-isoquinolin-2-yl]-3-[1-(2,2-dimethylpropyl)-5-methyl-pyrazol-4-yl]pyridine-2-carboxylate